C(#N)C1=C(C=CC(=C1)C(F)(F)F)N1CCC(CC1)(C(=O)N[C@H]1CN(CC1)C)C=1C=NC(=CC1)C1=C(C=CC(=C1)F)C 1-[2-cyano-4-(trifluoromethyl)phenyl]-4-[6-(5-fluoro-2-methylphenyl)pyridin-3-yl]-N-[(3R)-1-methylpyrrolidin-3-yl]piperidine-4-carboxamide